[Zn].[SH2]=N sulfimide zinc salt